NC1=CC=CC(=N1)S(=O)(=O)NC(=O)C=1C(=NC(=C(C1)F)N1CC(OCC1)(C)C)N1C(C[C@@H](C1)C)(C)C N-[(6-Amino-2-pyridyl)sulfonyl]-6-(2,2-dimethylmorpholin-4-yl)-5-fluoro-2-[(4S)-2,2,4-trimethylpyrrolidin-1-yl]pyridin-3-carboxamid